CC(=CC=1C=CC(=C(C1)N1CCN(CC1)CC1=NC2=CC=CC=C2C(N1)=O)C=1N=NNN1)C 2-[[4-[5-(2-methyl-prop-1-enyl)-2-(2H-tetrazol-5-yl)-phenyl]piperazin-1-yl]methyl]-3H-quinazolin-4-one